ClC=1C2=C(N=CN1)N(C=C2)[C@@H]2O[C@@H]([C@@]1(C2OC(O1)(C)C)C)COC1=CC=C2C=CC=NC2=C1 7-[[(3aR,4R,6R)-6-(4-chloropyrrolo[2,3-d]pyrimidin-7-yl)-2,2,3a-trimethyl-6,6a-dihydro-4H-furo[3,4-d][1,3]dioxol-4-yl]methoxy]quinoline